O=C1NC(CCC1N1C(C2=CC=C(C=C2C1=O)N1C2CN(C(C1)CC2)CC2CCNCC2)=O)=O 2-(2,6-dioxopiperidin-3-yl)-5-(5-(piperidin-4-ylmethyl)-2,5-diazabicyclo[2.2.2]octan-2-yl)isoindoline-1,3-dione